(E)-N-(2,6-difluoro-4-(8-(2-methyl-3-oxo-6-(trifluoromethyl)isoindolin-5-yl)indolizine-3-carbonyl)phenyl)-4-(((1r,4r)-4-methoxycyclohexyl)amino)but-2-enamide FC1=C(C(=CC(=C1)C(=O)C1=CC=C2C(=CC=CN12)C=1C=C2C(N(CC2=CC1C(F)(F)F)C)=O)F)NC(\C=C\CNC1CCC(CC1)OC)=O